benzyloxybenzeneboronic acid C(C1=CC=CC=C1)OC1=C(C=CC=C1)B(O)O